6-(cyclopropyl(5-(4,4-difluoropiperidine-1-carbonyl)pyridin-2-yl)amino)-2-methylbenzo[d]isoxazol-3(2H)-one C1(CC1)N(C1=CC2=C(C(N(O2)C)=O)C=C1)C1=NC=C(C=C1)C(=O)N1CCC(CC1)(F)F